(6-(4-((6-(1H-pyrazol-4-yl)pyridin-3-yl)amino)pyrimidin-2-yl)-1-methyl-1H-indol-2-yl)(3,3-difluoroazetidin-1-yl)methanone N1N=CC(=C1)C1=CC=C(C=N1)NC1=NC(=NC=C1)C1=CC=C2C=C(N(C2=C1)C)C(=O)N1CC(C1)(F)F